tert-butyl 2-(4-chloro-2-fluorophenyl)-2,6-diazaspiro[3.4]octane-6-carboxylate ClC1=CC(=C(C=C1)N1CC2(C1)CN(CC2)C(=O)OC(C)(C)C)F